8-[(1R)-1-[[2-(1-hydroxy-2,3,1-benzoxazaborinin-6-yl)-3-pyridyl]amino]ethyl]-3,6-dimethyl-2-morpholino-chromen-4-one OB1ON=CC2=C1C=CC(=C2)C2=NC=CC=C2N[C@H](C)C=2C=C(C=C1C(C(=C(OC21)N2CCOCC2)C)=O)C